OCC1=CC=C(C=C1)C=1N=CC=2N(C1)C(=CN2)C=2C=C(C=CC2)O 3-[6-[4-(hydroxymethyl)phenyl]imidazo[1,2-a]pyrazin-3-yl]phenol